4-propylcyclohexanecarboxylic acid (3-formyl-4-hydroxy-phenyl) ester C(=O)C=1C=C(C=CC1O)OC(=O)C1CCC(CC1)CCC